3-fluoro-4-[4-(piperidin-4-yl)-1,3-benzodioxol-2-yl]benzonitrile FC=1C=C(C#N)C=CC1C1OC2=C(O1)C=CC=C2C2CCNCC2